(+)-6-(difluoromethyl)-8-[(1R,3R)-3-hydroxycyclopentyl]-2-{[1-(methylsulfonyl)piperidin-4-yl]amino}pyrido[2,3-d]pyrimidin-7(8H)-one FC(C1=CC2=C(N=C(N=C2)NC2CCN(CC2)S(=O)(=O)C)N(C1=O)[C@H]1C[C@@H](CC1)O)F